COC=1C=C(C=CC1)C(CNC1(CC1)CC#N)=O 2-(1-((2-(3-methoxyphenyl)-2-oxoethyl)amino)cyclopropyl)acetonitrile